C[C@H]1CN(CCN1C)C1=CC=C(N)C=C1 (S)-4-(3,4-dimethylpiperazin-1-yl)aniline